CC(C)OCNC(C)=O N-[(1-methylethoxy)methyl]acetamide